N-[(4-{[2-(2-hydroxy-ethoxy)phenyl]sulfamoyl}phenyl)methyl]-1H-pyrrolo[3,2-c]pyridine-2-carboxamide OCCOC1=C(C=CC=C1)NS(=O)(=O)C1=CC=C(C=C1)CNC(=O)C1=CC=2C=NC=CC2N1